IC1=C(C(=NC=C1)Cl)N 4-iodo-3-amino-2-chloropyridine